(3R)-N-[2-cyano-4-fluoro-3-[4-oxo-3-(2-piperazin-1-ylpyrimidin-5-yl)quinazolin-6-yl]oxy-phenyl]-3-methoxy-pyrrolidine-1-sulfonamide HCl salt Cl.C(#N)C1=C(C=CC(=C1OC=1C=C2C(N(C=NC2=CC1)C=1C=NC(=NC1)N1CCNCC1)=O)F)NS(=O)(=O)N1C[C@@H](CC1)OC